N-(rac-(4S,5S)-3-((R)-1-(((S)-tert-butylsulfinyl)amino)allyl)-7-ethyl-4-(4-fluorophenyl)-6-oxo-1-phenyl-4,5,6,7-tetrahydro-1H-pyrazolo[3,4-b]pyridin-5-yl)-3-(trifluoromethyl)benzamide C(C)(C)(C)[S@](=O)N[C@H](C=C)C1=NN(C=2N(C([C@H]([C@H](C21)C2=CC=C(C=C2)F)NC(C2=CC(=CC=C2)C(F)(F)F)=O)=O)CC)C2=CC=CC=C2 |&1:16,17|